(1-(2-(4-(2-(7,8-dimethyl-[1,2,4]triazolo[1,5-a]pyridin-6-yl)-3-isopropyl-1H-indol-5-yl)piperidin-1-yl)-2-oxoethyl)piperidin-3-yl)-2-ethylbutan-1-one CC1=C(C=2N(C=C1C=1NC3=CC=C(C=C3C1C(C)C)C1CCN(CC1)C(CN1CC(CCC1)C(C(CC)CC)=O)=O)N=CN2)C